Butyl 10-((2-hydroxyethyl)(5-oxo-5-(pentadecan-8-yloxy)pentyl)amino)decanoate OCCN(CCCCCCCCCC(=O)OCCCC)CCCCC(OC(CCCCCCC)CCCCCCC)=O